6-[8-(1,3-benzothiazol-2-ylcarbamoyl)-3,4-dihydroisoquinolin-2(1H)-yl]-3-{1-[(4-methylphenyl)sulfonyl]-1H-pyrrol-3-yl}pyridine-2-carboxylic acid S1C(=NC2=C1C=CC=C2)NC(=O)C=2C=CC=C1CCN(CC21)C2=CC=C(C(=N2)C(=O)O)C2=CN(C=C2)S(=O)(=O)C2=CC=C(C=C2)C